NC=1C(=NC(=CN1)C1=CC=C2C3(CN(CC2=C1)C)CC3)N3N=CC(=C3)C(=O)N3CCOCC3 (1-(3-amino-6-(2'-methyl-2',3'-dihydro-1'H-spiro[cyclopropan-1,4'-isoquinolin]-7'-yl)pyrazin-2-yl)-1H-pyrazol-4-yl)(morpholinyl)methanone